ClC1=CC=C(C=C1)NC(=O)C=1C2=C(SC1NC(=O)C1CN(CCC1)C(=O)N)CCC2 N3-[3-[(4-chlorophenyl)carbamoyl]-5,6-dihydro-4H-cyclopenta[b]thiophen-2-yl]piperidine-1,3-dicarboxamide